Isodecyl Cinnamate (3,7-dimethyloctan-3-yl cinnamate) CC(CC)(CCCC(C)C)C(C(=O)O)=CC1=CC=CC=C1.C(C=CC1=CC=CC=C1)(=O)OCCCCCCCC(C)C